CC1(N(CC(CC1)OS(=O)(=O)C)C(=O)OC(C)(C)C)C tert-butyl 2,2-dimethyl-5-((methylsulfonyl)oxy)piperidine-1-carboxylate